3-[(6-bromo-3-pyridinyl)-(9H-fluoren-9-ylmethoxycarbonyl)amino]propanoic acid BrC1=CC=C(C=N1)N(CCC(=O)O)C(=O)OCC1C2=CC=CC=C2C=2C=CC=CC12